C1(CC1)C(C)N1C(C=2C(=NC(=CC2C1)C1=C(N=C(S1)NC(C)=O)C)N1CCC(CC1)O)=O N-(5-(2-(1-cyclopropylethyl)-4-(4-hydroxypiperidin-1-yl)-3-oxo-2,3-dihydro-1H-pyrrolo[3,4-c]pyridin-6-yl)-4-methylthiazol-2-yl)acetamide